CC1(C(CC2=CC=CC=C12)NC1=CC=C(C=N1)[C@@H](C(F)(F)F)N(C(=O)C1CCS(CC1)(=O)=O)C)C N-((1S)-1-(6-((1,1-dimethyl-2,3-dihydro-1H-inden-2-yl)amino)pyridin-3-yl)-2,2,2-trifluoroethyl)-N-methyltetrahydro-2H-thiopyran-4-carboxamide 1,1-dioxide